FC(C1=NC=CC=C1COC=1C=CC2=C(C(=C(O2)C)C(=O)NC2(COC2)CO)C1)F 5-((2-(difluoromethyl)pyridin-3-yl)methoxy)-N-(3-(hydroxymethyl)oxetan-3-yl)-2-methylbenzofuran-3-carboxamide